CN1CCN(CC1)C1=NC(=NC(=C1)NC1=NNC(=C1)C)SC1=CC=C(C=C1)NC(=O)C1CC1 N-[4-({4-(4-methylpiperazin-1-yl)-6-[(5-methyl-1H-pyrazol-3-yl)amino]pyrimidin-2-yl}sulfanyl)phenyl]cyclopropanecarboxamide